C(C1=CC=CC=C1)N1C(C=2C=C(C(=NC2C=C1)C)C(=O)NCC=1SC=CC1)=O 6-benzyl-2-methyl-5-oxo-N-(thiophen-2-ylmethyl)-5,6-dihydro-1,6-naphthyridine-3-carboxamide